BrC1=CC=2C(C3=CC=CC=C3NC2C=C1)(C)C 2-bromo-9,10-dihydro-9,9-dimethylacridine